C(C#C)CC(C(=O)OCCOCCCC)(C)C 2-(n-butoxy)ethanol prop-2-yn-1-yl-pivalate